3-((1-methylpyrrolidin-1-ium-1-yl) methyl)-8-oxo-5-thia-1-azabicyclo[4.2.0]oct-2-ene-2-carboxylate C[N+]1(CCCC1)CC1=C(N2C(CC2SC1)=O)C(=O)[O-]